FC(C1=C(C(=CC=C1)F)N1CCC(CC1)N1C(N(C=2C([C@H]1C)=CN(N2)C)CC2=C(C=CC=C2)C(F)(F)F)=O)F |o1:20| (R)- or (S)-5-[1-(2-Difluoromethyl-6-fluoro-phenyl)-piperidin-4-yl]-2,4-dimethyl-7-(2-trifluoromethylbenzyl)-2,4,5,7-tetrahydro-pyrazolo[3,4-d]pyrimidin-6-one